((((2R,3S,4R,5R)-5-(6-chloro-4-((3-chlorobenzyl)amino)-1H-pyrazolo[3,4-d]pyrimidin-1-yl)-3,4-dihydroxytetrahydrofuran-2-yl)methoxy)methyl)phosphonic acid ClC1=NC(=C2C(=N1)N(N=C2)[C@H]2[C@@H]([C@@H]([C@H](O2)COCP(O)(O)=O)O)O)NCC2=CC(=CC=C2)Cl